2-(2-Chloro-5-isopropyl-8-oxothieno[2',3':4,5]pyrrolo[1,2-d][1,2,4]triazin-7(8H)-yl)-N-(2,4-difluorophenyl)acetamid ClC1=CC2=C(C=C3N2C(=NN(C3=O)CC(=O)NC3=C(C=C(C=C3)F)F)C(C)C)S1